NC=1C(=NC2=C(C=3N=C(C(=NC3C3=C2N=C(C(=N3)N)N)N)N)N1)N 2,3,6,7,10,11-hexaaminodipyrazino[2,3-f:2',3'-h]Quinoxaline